zirconium bis(isopropoxy) bis(ethylacetoacetate) C(C)CC(CC(=O)OOC(C)C)=O.C(C)CC(CC(=O)OOC(C)C)=O.[Zr]